(+/-)-N-(3,5-difluoro-4-{[3-(tetrahydrofuran-3-yl)-1H-pyrrolo[2,3-b]pyridin-4-yl]oxy}phenyl)-3-[(3-fluorooxetan-3-yl)methyl]urea FC=1C=C(C=C(C1OC1=C2C(=NC=C1)NC=C2[C@@H]2COCC2)F)NC(=O)NCC2(COC2)F |r|